3-(4-cyclopropoxybenzyl)-1-(2,4-difluorobenzyl)-1-(1-methylpiperidin-4-yl)urea C1(CC1)OC1=CC=C(CNC(N(C2CCN(CC2)C)CC2=C(C=C(C=C2)F)F)=O)C=C1